tert-butyl 2-chloro-4-(5-hydroxypentyl)nicotinate ClC1=C(C(=O)OC(C)(C)C)C(=CC=N1)CCCCCO